NC1=NC(N(C=C1)C1=CC(=C(C=C1)CC(=O)N(C)OC)C(F)(F)F)=O 2-(4-(4-amino-2-oxopyrimidin-1(2H)-yl)-2-(trifluoromethyl)phenyl)-N-methoxy-N-methylacetamide